1-Propyl-1H-pyrazol-4-amine hydrochloride Cl.C(CC)N1N=CC(=C1)N